di(2-methoxyphenyl)boronic acid COC1=C(C=CC=C1)OBOC1=C(C=CC=C1)OC